N(=[N+]=[N-])C[C@H](N)C(=O)O β-azidoalanine